(R)-4-fluoro-3-hydroxy-7-(methylsulfonyl)-2,3-dihydro-1H-inden-1-one FC1=C2[C@@H](CC(C2=C(C=C1)S(=O)(=O)C)=O)O